C(#N)C=1N=CN(C1)C1=CC(=C(C(=C1)F)C=1N=C2N(C=CC(=C2)C)C1C[C@H]1CN(CCO1)C(=O)OC)F methyl (S)-2-((2-(4-(4-cyano-1H-imidazol-1-yl)-2,6-difluorophenyl)-7-methylimidazo[1,2-a]pyridin-3-yl)methyl)morpholine-4-carboxylate